1-hexadecyl-Sn-glycero-3-phosphate choline OCC[N+](C)(C)C.C(CCCCCCCCCCCCCCC)OC[C@@H](O)COP(=O)(O)O